N1C(=NC2=C1C=CC=C2)C=2C=C(C=CC2)NC2=CC=C(C=N2)C2=NC=CC=C2 N-[3-(1H-benzo[d]imidazol-2-yl)phenyl]-[2,3'-bipyridin]-6'-amine